C1OCC12CC(C2)CN2N=CC=1C2=NC(=CN1)Cl 1-((2-oxaspiro[3.3]heptan-6-yl)methyl)-6-chloro-1H-pyrazolo[3,4-b]pyrazine